FC(CN1N=C(C=2C1=NC(=CC2)N2CCC1(CCN(C1)C1=NC(=NC(=C1)C(F)(F)F)C)CC2)C)F 8-[1-(2,2-difluoroethyl)-3-methyl-1H-pyrazolo[3,4-b]pyridin-6-yl]-2-[2-methyl-6-(trifluoromethyl)pyrimidin-4-yl]-2,8-diazaspiro[4.5]decane